2,6-dihydromercaptopurine N1CNC=2N=CNC2C1=S